ethyl (S)-2-(oxetan-3-ylidene)-5-oxotetrahydro-1H-pyrrolizine-7a(5H)-carboxylate O1CC(C1)=C1C[C@@]2(CCC(N2C1)=O)C(=O)OCC